FC=1C=C(NC=2SC(=C(N2)C(=O)N[C@@H]2CCC23CCCC3)C)C=C(C1)F 2-(3,5-difluoroanilino)-5-methyl-N-[(3R)-spiro[3.4]octan-3-yl]thiazole-4-carboxamide